6-CARBOXYBENZOXAZOLE C(=O)(O)C1=CC2=C(N=CO2)C=C1